Ethyl [1,2,4]triazolo[4,3-a]pyridine-7-carboxylate N=1N=CN2C1C=C(C=C2)C(=O)OCC